ClC1=NC=C2NC(=NC2=N1)[C@@H](NC(=O)C=1N(N=CC1)CC)C1CCC(CC1)C N-[(S)-(2-chloro-7H-purin-8-yl)(4-methylcyclohexyl)methyl]-2-ethylpyrazole-3-carboxamide